N1C(C(=CC2=CC=CC=C12)N)=O quinolone-amine